O=C1CN(CC(C1)=O)C(=O)OC(C)(C)C t-butyl 3,5-dioxopiperidine-1-carboxylate